COC(C(=O)OC)=O oxalic acid bisMethyl ester